CC1=CC=C(C=C1)S(=O)(=O)OCCOC1=C(C=C(C=C1)[N+](=O)[O-])C=1C(=NOC1C)C 2-[2-(3,5-dimethylisoxazol-4-yl)-4-nitro-phenoxy]ethyl 4-methylbenzenesulfonate